N-(5-chloro-4-(4-fluoro-1-isopropyl-2-methyl-1H-benzo[d]imidazol-6-yl)pyrimidin-2-yl)-4-((4-ethylpiperazin-1-yl)methyl)-1-((2-(trimethylsilyl)ethoxy)methyl)-1H-indazol-7-amine ClC=1C(=NC(=NC1)NC=1C=CC(=C2C=NN(C12)COCC[Si](C)(C)C)CN1CCN(CC1)CC)C=1C=C(C2=C(N(C(=N2)C)C(C)C)C1)F